1-cyclopropyl-1H-benzo[d]Imidazole-5-carboxylic acid isopropyl ester C(C)(C)OC(=O)C1=CC2=C(N(C=N2)C2CC2)C=C1